NC=1C=C(C=C(C1C=O)F)CN(C(=O)C=1C=NC=CC1)C1=CC=CC=2CCS(C21)(=O)=O N-[(3-amino-5-fluoro-4-formylphenyl)methyl]-N-(1,1-dioxo-2,3-dihydro-1λ6-benzothiophen-7-yl)pyridine-3-carboxamide